32-linoleoyloxydotriacontanoyl-sphingosine C(CCCCCCC\C=C/C\C=C/CCCCC)(=O)OCCCCCCCCCCCCCCCCCCCCCCCCCCCCCCCC(=O)C(O)[C@H](N)[C@H](O)\C=C\CCCCCCCCCCCCC